dihydro-3(s)-imino-2-ethyl-1,2,4-triazin N=C1N(NC=CN1)CC